C(C1=CC=CC=C1)OCCOCCOCCOC[C@@H]1[C@H]([C@H](C(O1)O)O)O (3R,4S,5R)-5-[2-[2-(2-Benzyloxyethoxy)ethoxy]ethoxymethyl]-tetrahydro-furan-2,3,4-triol